1-(2-methylsulfonylethyl)indazol-4-amine CS(=O)(=O)CCN1N=CC=2C(=CC=CC12)N